C(C)(C)(C)P(CCN)C(C)(C)C 2-(Di-t-butylphosphino)ethylamine